5-cyanobenzofuran C(#N)C=1C=CC2=C(C=CO2)C1